2-amidinopyridinecarboxylic acid C(N)(=N)C1(NC=CC=C1)C(=O)O